L-glutamyl-p-nitroaniline monohydrate O.N[C@@H](CCC(=O)O)C(=O)NC1=CC=C(C=C1)[N+](=O)[O-]